NC1=C(C=C(C=N1)C=1N=C(N(C1)C12CC(C1)C2)C(CC)O)C(F)(F)F 1-(4-(6-amino-5-(tri-fluoromethyl)pyridin-3-yl)-1-(bicyclo[1.1.1]-pentan-1-yl)-1H-imidazol-2-yl)propan-1-ol